10-(3-(3-oxa-7-azabicyclo[3.3.1]nonan-7-yl)propyl)-3,7-di(1H-indazol-5-yl)-8-methyl-10H-benzo[b]pyrido[2,3-e][1,4]oxazine C12COCC(CN(C1)CCCN1C3=C(OC4=C1N=CC(=C4)C=4C=C1C=NNC1=CC4)C=C(C(=C3)C)C=3C=C4C=NNC4=CC3)C2